FC1=C(C=CC(=C1)F)C1=C(C(=CN1S(=O)(=O)C1=CC(=CC=C1)F)CNC)OC 1-(5-(2,4-difluorophenyl)-4-methoxy-1-((3-fluorophenyl)sulfonyl)-1H-pyrrol-3-yl)-N-methyl-methylamine